C(#N)C(C)(C)C=1C=C(C=C(C1)N1CCN(CC1)C)NC(C1=CN=C(C=C1NC(C)C)NC1=NC(=NC=C1)N1C[C@H]([C@H](CC1)OC)F)=O N-(3-(2-cyanopropan-2-yl)-5-(4-methylpiperazin-1-yl)phenyl)-6-((2-(cis-3-fluoro-4-methoxypiperidin-1-yl)pyrimidin-4-yl)amino)-4-(isopropylamino)nicotinamide